OCC1CCN(CC1)C1=NC=C(C=N1)C1C(NC(CC1)=O)=O 3-(2-(4-(hydroxymethyl)piperidin-1-yl)pyrimidin-5-yl)piperidine-2,6-dione